O=C(CCC(C(=O)N)NC(=O)C1=NC=NS1)C(=O)N 5-oxo-2-(1,2,4-thiadiazole-5-carboxamido)hexanediamide